3-bromo-2,4-difluoroaniline BrC=1C(=C(N)C=CC1F)F